CC1(CCOCC1)C1=C(C=CC=C1)C(C(=O)OCC)N1CC(C1)OCCCCCC1=NC=2NCCCC2C=C1 ethyl 2-(2-(4-methyltetrahydro-2H-pyran-4-yl)phenyl)-2-(3-(5-(5,6,7,8-tetrahydro-1,8-naphthyridin-2-yl)pentyloxy)azetidin-1-yl)acetate